S(C)(=O)(=O)O.C(CCCCCCCCCCCCCCC(C)C)N[C@@H](C(C)C)C(=O)O isostearyl-valine mesylate